BrC1=C(C=C(C=C1C(C)C)F)C1=CC(=NC=C1)F 4-(2-bromo-5-fluoro-3-isopropylphenyl)-2-fluoropyridine